COC=1C=C(C=C(C1)OC)C1=CC=C(C=C1)OC1=C(N=NN1)C(=O)O 5-((3',5'-dimethoxy-[1,1'-biphenyl]-4-yl)oxy)-1H-1,2,3-triazole-4-carboxylic acid